5-chloro-4-cyclopropyl-1,3-dihydro-2H-inden-2-one ClC=1C(=C2CC(CC2=CC1)=O)C1CC1